C(C=C)(=O)OC1=CC=C2C=CC3=CC=CC4=CC=C1C2=C34 pyrenyl acrylate